N-[4-[[3-[(3-Aminocyclobutyl)carbamoyl]cyclobutyl]carbamoyl]-3-chlorophenyl]-5-(2,3-difluoro-4-methoxyphenyl)-1-methylimidazol-2-carboxamid NC1CC(C1)NC(=O)C1CC(C1)NC(=O)C1=C(C=C(C=C1)NC(=O)C=1N(C(=CN1)C1=C(C(=C(C=C1)OC)F)F)C)Cl